C(CCCCC)(=O)OC=CCCCC 3-Z-hexenyl caproate